(S)-N-(4-(5-(4-aminobut-1-yn-1-yl)furan-2-yl)but-3-yn-1-yl)-2-(4-(4-chlorophenyl)-2,3,9-trimethyl-6H-thieno[3,2-f][1,2,4]triazolo[4,3-a][1,4]diazepin-6-yl)acetamide hydrochloride Cl.NCCC#CC1=CC=C(O1)C#CCCNC(C[C@H]1C=2N(C3=C(C(=N1)C1=CC=C(C=C1)Cl)C(=C(S3)C)C)C(=NN2)C)=O